C(C)N(CC(=O)[O-])C(NC1=CC=C(C=C1)N[C@@H]1C[C@@H](N(C2=CC=CC=C12)C(CC)=O)C)=O |o1:16,18| ethyl((4-(((2S*,4R*)-2-methyl-1-propionyl-1,2,3,4-tetrahydroquinolin-4-yl)amino)phenyl)carbamoyl)glycinate